C(C)N1C(SC2=C1C=CC=C2)S(=O)(=O)O 3-ethyl-benzothiazolinesulfonic acid